N4,N4'''-bis(naphthalen-1-yl)-N4,N4'''-diphenyl-[1,1':4',1'':4'',1'''-quaterphenyl]-4,4'''-diamine C1(=CC=CC2=CC=CC=C12)N(C1=CC=C(C=C1)C1=CC=C(C=C1)C1=CC=C(C=C1)C1=CC=C(C=C1)N(C1=CC=CC=C1)C1=CC=CC2=CC=CC=C12)C1=CC=CC=C1